CC(CCOC=1C=C(C=CC1)C1=C(N=C(S1)N)C1=C(C=CC=C1)C(F)(F)F)(C)C 5-(3-(3,3-dimethylbutoxy)phenyl)-4-(2-(trifluoromethyl)phenyl)thiazol-2-amine